6-iodo-2,3-dihydro-[1,4]oxazino[2,3,4-hi]indazole IC1=NN2C3=C(C=CC=C13)OCC2